bromo-3-chloro-2-fluorobenzene BrC1=C(C(=CC=C1)Cl)F